N(N)C(C(C(=O)OCC1=CC=CC=C1)(C)C)=O benzyl 3-hydrazino-2,2-dimethyl-3-oxopropionate